[N+](=O)([O-])C=1C=C(C=CC1OCC#C)N[C@@H](C)C(=O)O 3-nitro-4-propargyloxyphenyl-alanine